NC=1C2=C(N=CN1)N(C=C2C(=O)NC2=CC=C(C=C2)CSC)C(C)(C)C 4-amino-7-(tert-butyl)-N-(4-((methylthio)methyl)phenyl)-7H-pyrrolo[2,3-d]pyrimidine-5-carboxamide